BrC=1C(NC(N(C1)C(C(C1=CC=CC=C1)=O)NC(C1=CC=C(C=C1)F)=O)=O)=O N-(1-(5-bromo-2,4-dioxo-3,4-dihydropyrimidin-1(2H)-yl)-2-oxo-2-phenylethyl)-4-fluorobenzamide